C(C)N1[C@H](CC1)COC1=C(N(N=C1)C)C1=CC=2N(C=C1)N=C(C2)NC2=NC(=NC=C2)C(F)(F)F 5-[4-[[(2R)-1-ethylazetidin-2-yl]methoxy]-2-methyl-pyrazol-3-yl]-N-[2-(trifluoromethyl)pyrimidin-4-yl]pyrazolo[1,5-a]pyridin-2-amine